C(C)(C)(C)OC(=O)N(CCCC(=O)OC(=O)OCC(C)C)C isobutoxycarbonyl 4-[tert-butoxycarbonyl(methyl)amino]butanoate